COC1=C(C=CC(=C1)OC)CNC1=CC(=C2C(=N1)CNC2=O)C 2-{[(2,4-dimethoxyphenyl)methyl]amino}-4-methyl-6,7-dihydro-5H-pyrrolo[4,3-b]pyridin-5-one